C1(CC1)C(=O)C12CN(CC(NC1)C2)C2=NC=CC=C2OC (cyclopropanecarbonyl)-3-(3-methoxypyridin-2-yl)-3,6-diazabicyclo[3.2.1]octan